8-cyclopentyl-N-(3-fluoro-5-((1-methyl-1H-pyrazol-3-yl)amino)benzyl)-7H-purine-6-carboxamide C1(CCCC1)C1=NC2=NC=NC(=C2N1)C(=O)NCC1=CC(=CC(=C1)NC1=NN(C=C1)C)F